tert-butyl 3-(benzyloxy)-4-oxopyrrolidine-1-carboxylate C(C1=CC=CC=C1)OC1CN(CC1=O)C(=O)OC(C)(C)C